F[C@@H]1[C@@H](CN(C1)C1=NC=C(N=C1)C(NC=1C=C(C=2N(C1)C=C(N2)C)F)=O)N(C(OC(C)(C)C)=O)C |o1:1,2| tert-butyl ((3R*,4S*)-4-fluoro-1-(5-((8-fluoro-2-methylimidazo[1,2-a]pyridin-6-yl)carbamoyl)pyrazin-2-yl)pyrrolidin-3-yl)(methyl)carbamate